(E)-2-(4-chlorophenyl)-1-methyl-N-phenyl-6,7,8,9-tetrahydropyrido[1,2-a]pyrrolo[2,3-d]pyrimidine-4(1H)-imine ClC1=CC=C(C=C1)C1=CC/2=C(N=C3N(\C2=N\C2=CC=CC=C2)CCCC3)N1C